N-(9,13B-DIHYDRO-1H-DIBENZO[C,F]IMIDAZO[1,5-A]AZEPINE-3-YL)-2-HYDROXYBENZAMIDE C1N=C(N2C1C1=C(CC3=C2C=CC=C3)C=CC=C1)NC(C1=C(C=CC=C1)O)=O